(R)-1-methylpyrrolidin-3-yl-(S)-1-(4-fluorophenyl)-3,4-dihydroisoquinoline CN1C[C@@H](CC1)[C@H]1N=C(C2=CC=CC=C2C1)C1=CC=C(C=C1)F